NCCC[Si](OC)(OC)OC gammA-Aminopropyl-trimethoxysilane